CNC(=O)C1=CC2=C(N3C=4C=C(C(=CC4N=C13)C)C)N=CC=C2N2CC(NC(C2)C)C 4-(3,5-Dimethyl-piperazin-1-yl)-9,10-dimethyl-1,7,11b-triaza-benzo[c]fluorene-6-carboxylic acid methylamide